4-bromo-1,2-dichloro-5-(prop-2-en-1-yloxy)cyclohexa-1,3-diene BrC1=CC(=C(CC1OCC=C)Cl)Cl